COC=1C=C(C=CC1OC)C=CC1=NC(=NC(=N1)C(Cl)(Cl)Cl)C(Cl)(Cl)Cl 2-[2-(3,4-dimethoxyphenyl)ethenyl]-4,6-Bis(trichloromethyl)-s-triazine